N-{2-chloro-6-[4-(propan-2-yl)piperazin-1-yl]phenyl}-4-methyl-4-{5-[(1R,2S)-2-methylcyclopropyl]-1,2,4-oxadiazol-3-yl}piperidine-1-carboxamide ClC1=C(C(=CC=C1)N1CCN(CC1)C(C)C)NC(=O)N1CCC(CC1)(C1=NOC(=N1)[C@H]1[C@H](C1)C)C